C(#N)/C(/C(=O)O)=C\C1=CC(=C(C(=C1)[N+](=O)[O-])O)O (2E)-2-cyano-3-(3,4-dihydroxy-5-nitrophenyl)-2-propenoic acid